tert-butyl (S)-(1-((2-fluorobenzyl)amino)-1-oxopropan-2-yl)carbamate FC1=C(CNC([C@H](C)NC(OC(C)(C)C)=O)=O)C=CC=C1